6-(4-methoxyphenyl)-7-((1-methyl-1H-pyrazol-3-yl)methoxy)-[1,2,4]triazolo[4,3-a]pyridin-3(2H)-one COC1=CC=C(C=C1)C=1C(=CC=2N(C1)C(NN2)=O)OCC2=NN(C=C2)C